Phenylthiazoleamine C1(=CC=CC=C1)C=1N=C(SC1)N